4-(4-((3,4-dichloro-2-hydroxy-5-oxo-2,5-dihydro-1H-pyrrol-1-yl)methyl)-3-methylphenyl)piperazin-2-one ClC=1C(N(C(C1Cl)=O)CC1=C(C=C(C=C1)N1CC(NCC1)=O)C)O